(S)-2-((6-((4-chloro-2-fluorobenzyl)oxy)-5',6'-dihydro-[2,4'-bipyridin]-1'(2'H)-yl)methyl)-N-hydroxy-1-(oxetan-2-ylmethyl)-1H-benzo[d]imidazole-6-carboxamide ClC1=CC(=C(COC2=CC=CC(=N2)C2=CCN(CC2)CC2=NC3=C(N2C[C@H]2OCC2)C=C(C=C3)C(=O)NO)C=C1)F